C(C)(C)(C)OC(=O)N1C2CC(CC1CC2)OS(=O)(=O)C2=CC=C(C)C=C2 Endo-3-(p-toluenesulfonyloxy)-8-azabicyclo[3.2.1]octane-8-carboxylic acid tert-butyl ester